C(C1=CC=CC=C1)(=O)NC1=NC(N(C=C1)[C@@H]1O[C@@H](CN(C1)P(=O)(N(C)C)OC[C@@H]1CN(C[C@@H](O1)N1C2=NC=NC(=C2N=C1)NC(C1=CC=CC=C1)=O)C(C1=CC=CC=C1)(C1=CC=CC=C1)C1=CC=CC=C1)CP([O-])([O-])=O)=O ((2S,6R)-6-(4-benzamido-2-oxopyrimidin-1(2H)-yl)-4-((((2S,6R)-6-(6-benzamido-9H-purin-9-yl)-4-tritylmorpholin-2-yl)methoxy) (dimethylamino)phosphoryl)morpholin-2-yl)methylphosphonate